3-methyl-2-(methylamino)-N-(methylsulfonyl)butanamide CC(C(C(=O)NS(=O)(=O)C)NC)C